CC=1C=C2C(=CC(=C(C2=CC1)OC(C=C)=O)NC)OC1=CC=CC=C1 6-methyl-2-methylamino-4-phenoxy-1-acryloyloxynaphthalene